C1=CC=CC=2C3=CC=CC=C3N(C12)C1=C(C#N)C(=C(C(=C1N1C2=CC=CC=C2C=2C=CC=CC12)C#N)N1C2=CC=CC=C2C=2C=CC=CC12)N1C2=CC=CC=C2C=2C=CC=CC12 2,3,5,6-tetrakis(9-carbazolyl)-terephthalonitrile